N-(4-chlorobenzo[d]isoxazol-3-yl)benzo[c][1,2,5]oxadiazole-4-sulfonamide ClC1=CC=CC2=C1C(=NO2)NS(=O)(=O)C2=CC=CC1=NON=C12